CC1CC=2C(=C(SC2)C(=O)[O-])CC1 5-methyl-6,7-dihydro-4H-2-benzothiophene-1-carboxylate